Ethyl 5-bromothieno[2,3-b]pyridine-2-carboxylate BrC=1C=C2C(=NC1)SC(=C2)C(=O)OCC